N-tetradecyl-2-(3,4,5-triethoxyphenyl)-3,5,7-triethoxyquinolin-4-one C(CCCCCCCCCCCCC)N1C(=C(C(C2=C(C=C(C=C12)OCC)OCC)=O)OCC)C1=CC(=C(C(=C1)OCC)OCC)OCC